C(#N)C1=CC(=C(C=C1)COC1=NC(=NC=C1)C1=CC(=C(C=C1)CC=1N(C2=C(N1)C=CC(=C2)C(=O)OC)CCOC)F)F Methyl 2-{[4-[4-[(4-cyano-2-fluoro-phenyl)methoxy]pyrimidin-2-yl]-2-fluoro-phenyl]methyl}-3-(2-methoxyethyl)benzimidazole-5-carboxylate